1-[(2R,4R,5R)-5-{[(tert-butyldimethylsilyl)oxy]methyl}-5-(chloromethyl)-4-hydroxyoxolan-2-yl]-5-methyl-3H-pyrimidine-2,4-dione [Si](C)(C)(C(C)(C)C)OC[C@@]1([C@@H](C[C@@H](O1)N1C(NC(C(=C1)C)=O)=O)O)CCl